NC1=NC(=C(C=2N1N=C(N2)CC2=C(C=CC=C2F)F)C=2C=CC(N(C2)C)=O)C=2OC=CN2 5-(5-amino-2-(2,6-difluorobenzyl)-7-(oxazol-2-yl)-[1,2,4]triazolo[1,5-c]pyrimidin-8-yl)-1-methyl-pyridin-2(1H)-one